CN(CCCOC=1C=C(C=CC1)C1NCC(CC1)C)C 2-(3-(3-(dimethylamino)propoxy)phenyl)-5-methylpiperidine